hexylphenyl-2-naphthylamine C(CCCCC)N(C1=CC2=CC=CC=C2C=C1)C1=CC=CC=C1